9-octadecenylacetoacetate aluminum [Al+3].C(CCCCCCCC=CCCCCCCCC)CC(CC(=O)[O-])=O.C(CCCCCCCC=CCCCCCCCC)CC(CC(=O)[O-])=O.C(CCCCCCCC=CCCCCCCCC)CC(CC(=O)[O-])=O